CC(=CCCC(C=C)=C)C 7-Methyl-3-methylen-1,6-octadien